ClC1=CC=C(C=C1)C1=C(CCC(C1)(C)C)CN1C(CN(CC1C)CC=1C=C2CN(C(C2=CC1)=O)C1C(NC(CC1)=O)=O)C 3-(5-((4-((4'-chloro-5,5-dimethyl-3,4,5,6-tetrahydro-[1,1'-biphenyl]-2-yl)methyl)-3,5-dimethylpiperazin-1-yl)methyl)-1-oxoisoindolin-2-yl)piperidine-2,6-dione